5-Methyl-2-[[5-[3-(trifluoromethyl)phenyl]-2-furanyl]methylene]-3(2H)-benzofuranone CC=1C=CC2=C(C(C(O2)=CC=2OC(=CC2)C2=CC(=CC=C2)C(F)(F)F)=O)C1